1-(5-(benzyloxy)-1H-indol-3-yl)-2-chloroethan-1-one C(C1=CC=CC=C1)OC=1C=C2C(=CNC2=CC1)C(CCl)=O